(E)-3-(4-((2-(1-naphthoyl)-6-fluorobenzo[b]thiophen-3-yl)oxy)phenyl)acrylic acid C1(=CC=CC2=CC=CC=C12)C(=O)C1=C(C2=C(S1)C=C(C=C2)F)OC2=CC=C(C=C2)/C=C/C(=O)O